(3-hydroxypropyl)-6-(trifluoromethyl)-1,4-dihydroquinoxaline-2,3-dione OCCCN1C(C(NC2=CC(=CC=C12)C(F)(F)F)=O)=O